6-(4-chlorophenyl)-2-(5-fluoropyridin-3-yl)-3-oxo-N-[(2R)-1,1,1-trifluoro-3-hydroxypropan-2-yl]-2,3-dihydropyridazine-4-carboxamide ClC1=CC=C(C=C1)C=1C=C(C(N(N1)C=1C=NC=C(C1)F)=O)C(=O)N[C@@H](C(F)(F)F)CO